7-(2-methylimidazo[1,2-a]pyridin-6-yl)-2-[1-(propan-2-yl)piperidin-4-yl]-4H-pyrido[1,2-a]pyrimidin-4-one CC=1N=C2N(C=C(C=C2)C=2C=CC=3N(C(C=C(N3)C3CCN(CC3)C(C)C)=O)C2)C1